OC1(C(NC2=C(C=CC=C12)C)=O)CC(=O)NC1(CCSCC1)C(=O)O 4-(2-(3-Hydroxy-7-methyl-2-oxoindolin-3-yl)acetamido)tetrahydro-2H-thiopyran-4-carboxylic acid